FC1(CCC(CC1)C1=NC=CC(=C1NC(=O)C=1C=NC(=NC1)C(C)C)C1=NN(C=C1)C1OCCCC1)F N-(2-(4,4-difluorocyclohexyl)-4-(1-(tetrahydro-2H-pyran-2-yl)-1H-pyrazol-3-yl)pyridin-3-yl)-2-isopropylpyrimidine-5-carboxamide